9-hydroxy-androstenedione O[C@@]12[C@]3(CCC(C=C3CC[C@H]1[C@@H]1CCC([C@@]1(C)CC2)=O)=O)C